2-(2-methoxyethyl)-1,3-dimethylbenzene COCCC1=C(C=CC=C1C)C